trimethylbenzoyl-phenylphosphine oxide CC1=C(C(=C(C=C1)P(C(C1=CC=CC=C1)=O)=O)C)C